(S)-tert-butyl (2-((tert-butyldimethylsilyl)oxy)-3-hydroxypropyl)carbamate [Si](C)(C)(C(C)(C)C)O[C@@H](CNC(OC(C)(C)C)=O)CO